C(CCCCCCCCCCCCCCCCC)OS(=O)(=O)[O-].[Na+] Natrium stearylsulfat